15-hydroxy-eicosa-5Z,8Z,11Z,13E-tetraenoic acid OC(/C=C/C=C\C\C=C/C\C=C/CCCC(=O)O)CCCCC